OC1=C(C(=O)C2=C(C=C(C=C2)OCCC)O)C=CC(=C1)OCC 2,2'-dihydroxy-4-ethoxy-4'-propoxybenzophenone